tert-butyl (R)-6-(2-aminoethyl)-5-azaspiro[2.4]heptane-5-carboxylate NCC[C@@H]1N(CC2(CC2)C1)C(=O)OC(C)(C)C